FC1=NC(=CC=C1NC(=O)[C@@H]1[C@H](CCCC1)C(=O)OC)C#CCO methyl (1S,2S)-2-((2-fluoro-6-(3-hydroxyprop-1-yn-1-yl)pyridin-3-yl)carbamoyl)cyclohexane-1-carboxylate